CC(CCO)C=CC(CCCCCCCC)C 3,6-dimethyltetradec-4-en-1-ol